NC=1N=CC(=C2C=C(C=NC12)C(=O)N1CCN(CC1)C)C1=CC=C(C=C1)C=1C=NN(C1)CC(=O)N(C)C 2-(4-(4-(8-amino-3-(4-methylpiperazine-1-carbonyl)-1,7-naphthyridin-5-yl)phenyl)-1H-pyrazol-1-yl)-N,N-dimethylacetamide